C(=C)[Si](OCC(C)C)(OCC(C)C)OCC(C)C vinyltri(isobutoxy)silane